4-[4-(trifluoromethyl)anilino]-3-[5-(trifluoromethyl)-1,3,4-thiadiazol-2-yl]benzoic acid FC(C1=CC=C(NC2=C(C=C(C(=O)O)C=C2)C=2SC(=NN2)C(F)(F)F)C=C1)(F)F